(S)-(2,7-dimethyl-3-(1-methyl-5-(trifluoromethyl)-1H-pyrazol-4-yl)-2,4,5,7-tetrahydro-6H-pyrazolo[3,4-c]pyridin-6-yl)(2,8-dimethylquinolin-6-yl)methanone CN1N=C2[C@@H](N(CCC2=C1C=1C=NN(C1C(F)(F)F)C)C(=O)C=1C=C2C=CC(=NC2=C(C1)C)C)C